C(#N)C=1C=NC2=CC=CC=C2C1 3-cyanoquinoline